(3R)-4-amino-3-methyl-N-((1-methyl-1H-1,2,4-triazol-3-yl)methyl)-N-((5-(trifluoromethyl)-2-pyridinyl)methyl)-1,3-dihydrofuro[3,4-c]quinoline-8-carboxamide NC1=NC=2C=CC(=CC2C2=C1[C@H](OC2)C)C(=O)N(CC2=NC=C(C=C2)C(F)(F)F)CC2=NN(C=N2)C